2-(piperazin-1-yl)-3-(1,3-thiazol-5-yl)pyrazine, hydrochloride Cl.N1(CCNCC1)C1=NC=CN=C1C1=CN=CS1